N1C(=NC2=C1C=CC=C2)NC(CCC(=O)NC)C2=CC(=CC=C2)C(F)(F)F (-)-4-[(1H-1,3-benzodiazol-2-yl)amino]-N-methyl-4-[3-(trifluoromethyl)phenyl]butanamide